C(C)OC(CCCOC1=C(C=C(C=C1F)C=1SC=CC1C=O)F)=O 4-[2,6-difluoro-4-(3-formyl-thiophen-2-yl)-phenoxy]-butyric acid ethyl ester